(R)-2-isocyanato-3-isopropyl-propionic acid methyl ester COC([C@@H](CC(C)C)N=C=O)=O